FC=1C=C(C(=O)NC2=C(C=CC(=C2)CN2CC(NCC2)C)C)C=CC1NC1=NC=C(C(=N1)C1=CC=C(C=C1)OC(F)(F)F)OC 3-fluoro-4-[5-methoxy-4-(4-trifluoromethoxy-phenyl)-pyrimidin-2-ylamino]-N-[2-methyl-5-(3-methyl-piperazin-1-ylmethyl)-phenyl]-benzamide